(S)-N-(1-cyano-2-methylpropyl)-4-(2-((1-cyclopropyl-1H-pyrazol-4-yl)amino)-5-methylpyrimidin-4-yl)benzamide C(#N)[C@H](C(C)C)NC(C1=CC=C(C=C1)C1=NC(=NC=C1C)NC=1C=NN(C1)C1CC1)=O